1,4-Bis(4'-phenoxybenzoyl)benzene O(C1=CC=CC=C1)C1=CC=C(C(=O)C2=CC=C(C=C2)C(C2=CC=C(C=C2)OC2=CC=CC=C2)=O)C=C1